FC=1C=C(C=CC1CN1C(=NC=C1)C(C)(C)C)C1=C(C=CC(=C1)CC(C)C)S(=O)(=O)NC(NCC1=NC=CC=C1)=O 3-(3'-fluoro-5-isobutyl-4'-{[2-(tert-butyl)-1H-imidazol-1-yl]methyl}-2-biphenylylsulfonyl)-1-[(2-pyridyl)methyl]urea